CN1C[C@@H](CC[C@H]1C(F)(F)F)N1CCC(CC1)C(=O)N ((3R,6S)-1-methyl-6-(trifluoromethyl)piperidin-3-yl)piperidine-4-carboxamide